1H-pyrazolo[3,4-b]pyridine-4-carboxylate N1N=CC2=C1N=CC=C2C(=O)[O-]